C(C1=CC=CC=C1)OC=1C=CC(=C(C#N)C1)C1(COC1)O 5-(benzyloxy)-2-(3-hydroxyoxetan-3-yl)benzonitrile